1-(2-aminoethylamino)-3-(decyloxy)propan-2-ol NCCNCC(COCCCCCCCCCC)O